6-(4-((4-(1H-pyrazol-4-yl)phenyl)-amino)thieno-[3,2-d]-pyrimidin-2-yl)-N-methyl-1H-indole-2-carboxamide N1N=CC(=C1)C1=CC=C(C=C1)NC=1C2=C(N=C(N1)C1=CC=C3C=C(NC3=C1)C(=O)NC)C=CS2